N5-(4-(5-cyclopropyl-3,3-dimethyl-2,3-dihydro-1H-pyrrolo[3,2-b]pyridin-1-yl)pyrimidin-2-yl)-N2-(2-(dimethylamino)ethyl)-6-methoxy-N2-methylpyridin-2,3,5-triamine C1(CC1)C1=CC=C2C(=N1)C(CN2C2=NC(=NC=C2)NC=2C=C(C(=NC2OC)N(C)CCN(C)C)N)(C)C